C[C@H]1[C@H](N(C2CC1C2)C(=O)C2=NN(C=C2C2=CC=CC=C2)C)CNC2=NC=C(C=C2)C(F)(F)F N-{[(3S,4R)-4-Methyl-2-(1-methyl-4-phenyl-1H-pyrazol-3-carbonyl)-2-azabicyclo[3.1.1]heptan-3-yl]methyl}-5-(trifluoromethyl)pyridin-2-amin